C1N(CC12CCCCC2)C(=O)O 2-azaspiro[3.5]nonan-2-carboxylic acid